4-(4-ethylcyclohex-1-en-1-yl)-1-(1H-pyrazol-5-yl)-1H-pyrazole C(C)C1CC=C(CC1)C=1C=NN(C1)C1=CC=NN1